N1(CCOCC1)C(=O)C=1C=C2C(=CC=NC2=CC1)C=1C=NNC1 6-(morpholine-4-carbonyl)-4-(1H-pyrazol-4-yl)quinolin